6-Chloro-4-phenyl-3-(phenylethynyl)-2-(trifluoromethyl)quinoline ClC=1C=C2C(=C(C(=NC2=CC1)C(F)(F)F)C#CC1=CC=CC=C1)C1=CC=CC=C1